5-butyl-2-[[5-chloro-2-(2-oxa-6-azaspiro[3.3]heptan-6-yl)-4-pyridinyl]methylamino]-4H-[1,2,4]triazolo[1,5-a]pyrimidin-7-one C(CCC)C=1NC=2N(C(C1)=O)N=C(N2)NCC2=CC(=NC=C2Cl)N2CC1(COC1)C2